C=1N=CN2C1C1=CC=CC=C1[C@@H]2[C@@H]2[C@H](COCC2)O (3R,4R)-4-((S)-5H-imidazo[5,1-a]isoindol-5-yl)-tetrahydro-2H-pyran-3-ol